C(C)(C)(C)OC(N[C@H]1C2(CN3N=CC=C31)CCN(CC2)C2=NC=CN=C2)=O (S)-(1-(pyrazin-2-yl)-4'H,6'H-spiro[piperidine-4,5'-pyrrolo[1,2-b]pyrazole]-4'-yl)carbamic acid tert-butyl ester